ClC1=CC=C(C2=C1NC(S2)=O)O 4-chloro-7-hydroxy-3H-1,3-benzothiazol-2-one